FC=1C=C2C(=CC(=NC2=CC1)C(F)(F)F)CN1N=C2N(CCCC2)C1=O (5S)-2-{[6-Fluoro-2-(trifluoromethyl)chinolin-4-yl]methyl}-3-oxo-2,3,5,6,7,8-hexahydro[1,2,4]triazolo[4,3-a]pyridin